C1(CCCCC1)C1=NN(C(=C1O)C)C(C)C 3-Cyclohexyl-1-isopropyl-5-methyl-1H-pyrazole-4-ol